N-(1-(3-bromo-4-methoxynaphthalen-1-yl)ethyl)-2-methylpropane-2-sulfinamide BrC=1C=C(C2=CC=CC=C2C1OC)C(C)NS(=O)C(C)(C)C